(E)-1-((1R,2S,3R,4R)-4-((S)-(4-chlorophenyl)(hydroxy)methyl)-2,3-dihydroxycyclopentyl)-1,7-dihydro-4H-pyrazolo[3,4-d]pyrimidin-4-one oxime ClC1=CC=C(C=C1)[C@H]([C@@H]1[C@H]([C@H]([C@@H](C1)N1N=CC\2=C1NC=N/C2=N/O)O)O)O